C(=O)=C1C=CC=C2C(C=CC=C12)=C=O 1,5-dicarbonylnaphthalene